BrC=1N=CC(=NC1C)C(C)(C)NC(OC(C)(C)C)=O tert-butyl (2-(5-bromo-6-methylpyrazin-2-yl)propan-2-yl)carbamate